C(C)(C)(C)C=1C=CC=C(C1)C=CCC 5-tert-butylphenyl-butaneN